N-(2-(4-((1r,4r)-4-hydroxy-4-(5-(pyrimidin-2-yl)pyridin-2-yl)cyclohexyl)hexahydropyrrolo[3,2-b]pyrrol-1(2H)-yl)-2-oxoethyl)-4-(trifluoromethyl)picolinamide OC1(CCC(CC1)N1CCC2N(CCC21)C(CNC(C2=NC=CC(=C2)C(F)(F)F)=O)=O)C2=NC=C(C=C2)C2=NC=CC=N2